benzyl N-[3-(hydroxyethyl)bicyclo[1.1.1]pentan-1-yl]carbamate OCCC12CC(C1)(C2)NC(OCC2=CC=CC=C2)=O